C(C)(=O)O[C@@H]1[C@@H](OC#CC)O[C@@H]([C@H]([C@@H]1OC(C)=O)OC(C)=O)COC(C)=O Propynyl 2,3,4,6-tetra-O-acetyl-α-D-mannopyranoside